[N-](S(=O)(=O)C(F)(F)F)S(=O)(=O)C(F)(F)F.OC1=CC=C(C=C1)[S+](C1=CC=CC=C1)C1=CC=C(C=C1)O bis[4-hydroxyphenyl]phenylsulfonium bis(trifluoromethylsulfonyl)imide